neodymium n-nonylphenyl (n-nonylphenyl) phosphonate P(OC1=C(C=CC=C1)CCCCCCCCC)(OC1=C(C=CC=C1)CCCCCCCCC)=O.[Nd]